2-((2,5-dichlorophenyl)thio)-1-(pyrrolidin-1-yl)ethan-1-one ClC1=C(C=C(C=C1)Cl)SCC(=O)N1CCCC1